OC(C1CCN(CC1)C(=O)O)([2H])[2H].CC(C=O)CCCCCC 2-methyl-octanal 4-(Hydroxymethyl-d2)piperidine-1-carboxylate